2,6-diisopropyl-4-(2-methoxyphenyl)-2'-iodo-3',6'-dimethoxybiphenyl C(C)(C)C1=C(C(=CC(=C1)C1=C(C=CC=C1)OC)C(C)C)C1=C(C(=CC=C1OC)OC)I